C(C)N(CC\C=C/C1=C(C=CC(=C1)F)S(=O)(=O)NC1=CC=C2[C@@H]3[C@H](COC2=C1C(=O)O)C3)CC |r| (1aRS,7bSR)-5-[2-((Z)-4-diethylaminobut-1-enyl)-4-fluorobenzenesulfonyl-amino]-1,1a,2,7b-tetrahydrocyclopropa[c]chromene-4-carboxylic acid